2-cyclopropyl-5-(8-fluoroimidazo[1,2-a]pyridin-6-yl)-7H-pyrrolo[2,3-d]pyrimidine C1(CC1)C=1N=CC2=C(N1)NC=C2C=2C=C(C=1N(C2)C=CN1)F